C1(CCCCC1)C=1C=CC=C(C(=O)O)C1 5-cyclohexylbenzoic acid